1-[(2,3-dihydro-1H-inden-5-yl)sulfonyl]-N-(1-ethyl-1H-indazol-6-yl)-4-piperidinecarboxamide C1CCC2=CC(=CC=C12)S(=O)(=O)N1CCC(CC1)C(=O)NC1=CC=C2C=NN(C2=C1)CC